C(C)(=O)NC1=CC=C(C=C1)NS(=O)(=O)F (4-acetamidophenyl)(fluorosulfonyl)amine